(2-fluoro-5-formylphenyl)boric acid FC1=C(C=C(C=C1)C=O)OB(O)O